(rac)-1-(5-(4-bromo-3-(methoxymethoxy)benzoyl)-2-(4-isopropyl-2-methylphenyl)-2,4,5,5a,6,8,9,11-octahydro-10-oxa-1,2,5,7-tetraazacyclonona[cd]inden-7(3H)-yl)prop-2-en-1-one BrC1=C(C=C(C(=O)N2[C@@H]3C=4C(=NN(C4CC2)C2=C(C=C(C=C2)C(C)C)C)COCCN(C3)C(C=C)=O)C=C1)OCOC |r|